O=C1N(CCC(N1)=O)N1C(C2=CC=C(C=C2C1=O)CN1CCN(CC1)C=1C2=C(N=C(N1)SC)SC=C2)=O 2-(2,4-dioxotetrahydropyrimidin-1(2H)-yl)-5-((4-(2-methylthiothieno[2,3-d]pyrimidin-4-yl)piperazin-1-yl)methyl)isoindoline-1,3-dione